C(C)(C)[C@@H]1N(CCN(C1)C)CC1=CC(=C2CN(C(C2=C1)=O)C1=CC(=CC=C1)[C@@H](C1=NN=CN1C)C1CC(C1)OC)C(F)(F)F 6-(((S)-2-isopropyl-4-methylpiperazin-1-yl)methyl)-2-(3-((S)-((1r,3S)-3-methoxycyclobutyl)(4-methyl-4H-1,2,4-triazol-3-yl)methyl)phenyl)-4-(trifluoromethyl)isoindolin-1-one